1,3-bis[4-(4-amino-6-methylphenoxy)-α,α-dimethylbenzyl]benzene tert-butyl-(2S)-3,3-dimethyl-2-(pyridin-2-ylformamido)butanoate C(C)(C)(C)OC([C@H](C(C)(C)C)NC(=O)C1=NC=CC=C1)=O.NC1=CC=C(OC2=CC=C(C(C)(C)C3=CC(=CC=C3)C(C3=CC=C(C=C3)OC3=CC=C(C=C3C)N)(C)C)C=C2)C(=C1)C